((4-(benzyloxy)-3-phenethyloxybenzyl)amino)ethan-1-ol C(C1=CC=CC=C1)OC1=C(C=C(CNC(C)O)C=C1)OCCC1=CC=CC=C1